tert-butyl (2,4-bis(methylsulfonyl)-6-fluoro-9H-pyrimido[4,5-b]indol-8-yl)(methyl)carbamate CS(=O)(=O)C=1N=C(C2=C(NC3=C(C=C(C=C23)F)N(C(OC(C)(C)C)=O)C)N1)S(=O)(=O)C